4-[3-[2,6-Dichloro-4-[1-(2-methoxyethyl)-1,6-diazaspiro[3.3]heptan-6-yl]benzoyl]-2,4-dihydro-1,3-benzoxazin-8-yl]-5-fluoro-2-(3-oxa-8-azabicyclo[3.2.1]octan-8-yl)benzoic acid ClC1=C(C(=O)N2COC3=C(C2)C=CC=C3C3=CC(=C(C(=O)O)C=C3F)N3C2COCC3CC2)C(=CC(=C1)N1CC2(CCN2CCOC)C1)Cl